5-cyclopropyl-4-fluoro-3,3-dimethyl-2-oxoindolin C1(CC1)C=1C(=C2C(C(NC2=CC1)=O)(C)C)F